4-((3-chloro-4-fluorophenyl)amino)-7-fluoro-N-phenyl-1H-indole-2-carboxamide ClC=1C=C(C=CC1F)NC1=C2C=C(NC2=C(C=C1)F)C(=O)NC1=CC=CC=C1